tert-butyl 3-(ethoxymethoxy)-2-{[(4-oxocyclohexyl)oxy]methyl}piperidine-1-carboxylate C(C)OCOC1C(N(CCC1)C(=O)OC(C)(C)C)COC1CCC(CC1)=O